FC1=C(C=CC(=C1F)C1CCC(CC1)CCCCC)CCCCP(O)(=O)NO P-(4-(2,3-difluoro-4-(4-pentylcyclohexyl)phenyl)butyl)-N-hydroxy-phosphonamidic acid